C(#N)N1CC(OCC1)C(=O)NC=1SC(=CN1)C1=CC=C(C=C1)F 4-cyano-N-(5-(4-fluorophenyl)thiazol-2-yl)morpholine-2-carboxamide